5-(1H-imidazol-1-yl)-N-((1r,4r)-4-(2-(methylamino)-2-oxoethyl)cyclohexyl)-1H-pyrazolo[3,4-c]pyridine-7-carboxamide N1(C=NC=C1)C=1C=C2C(=C(N1)C(=O)NC1CCC(CC1)CC(=O)NC)NN=C2